3-(5-((4-((2,2-dimethyl-2,3-dihydrobenzofuran-7-yl)methyl)piperazin-1-yl)methyl)-4,6-difluoro-1-oxoisoindolin-2-yl)piperidine-2,6-dione CC1(OC2=C(C1)C=CC=C2CN2CCN(CC2)CC=2C(=C1CN(C(C1=CC2F)=O)C2C(NC(CC2)=O)=O)F)C